CC(CC1=NC=CN=C1OC)C 2-methyl-propyl-3-methoxypyrazine